Tert-butyl (2S,6R)-4-(3-(4-(N-(3-(5-fluoro-1H-indol-3-yl) propyl) sulfamoyl) phenoxy) propyl)-2,6-dimethylpiperazine-1-carboxylate FC=1C=C2C(=CNC2=CC1)CCCNS(=O)(=O)C1=CC=C(OCCCN2C[C@@H](N([C@@H](C2)C)C(=O)OC(C)(C)C)C)C=C1